2,3-dimethylphenylcarbinol CC1=C(C=CC=C1C)CO